BrC1=C(OC2=C(O[C@H](C(=O)N(C)OC)OC)C=CC=C2)C=C(C(=C1)F)N1C(N(C(=CC1=O)C(F)(F)F)C)=O (2R)-2-[2-[2-bromo-4-fluoro-5-[3-methyl-2,6-dioxo-4-(trifluoromethyl)pyrimidin-1-yl]phenoxy]phenoxy]-N,2-dimethoxy-N-methyl-acetamide